CSC1=NC=C(C=N1)CCCCCC 6-(2-(methylthio)pyrimidin-5-yl)hexane